heptadecan-9-yl (Z)-8-((2-hydroxyethyl)(4-(((non-3-en-1-yloxy)carbonyl)oxy)butyl)amino)octanoate OCCN(CCCCCCCC(=O)OC(CCCCCCCC)CCCCCCCC)CCCCOC(=O)OCC\C=C/CCCCC